(1r,3s)-3-acetamido-N-(5-chloro-4-(5,5-dimethyl-5,6-dihydro-4H-pyrrolo[1,2-b]pyrazol-3-yl)pyridin-2-yl)cyclohexanecarboxamide C(C)(=O)N[C@@H]1C[C@@H](CCC1)C(=O)NC1=NC=C(C(=C1)C1=C2N(N=C1)CC(C2)(C)C)Cl